4-((1r,5s)-6-(4-ethoxyphenyl)-9,9-dimethyl-3,6-diazabicyclo[3.2.2]Non-3-yl)aniline C(C)OC1=CC=C(C=C1)N1[C@@H]2CN(C[C@H](C1)CC2(C)C)C2=CC=C(N)C=C2